FC(C=1C=C(C=C(C1)C(F)(F)F)C1=NN(C=N1)\C=C/C(=O)N1N(C(CC1)=O)C1CC1)(F)F (Z)-1-(3-(3-(3,5-bis(trifluoromethyl)phenyl)-1H-1,2,4-triazol-1-yl)acryloyl)-2-cyclopropylpyrazolidin-3-one